COC1=CC=C(C=C1)C(OCCCCCCCCCCCCCCCCOP([O-])N(C(C)(C)CCC#N)C(C)C)(C1=CC=CC=C1)C1=CC=C(C=C1)OC 16-(bis(4-methoxyphenyl)(phenyl)methoxy)hexadecyl(2-cyanoethyl)diisopropylphosphoramidite